2-hydroxy-4-[(7-hydroxy-1-oxo-2-benzofuran-3-ylidene)methyl]phenolate OC1=C(C=CC(=C1)C=C1OC(C2=C1C=CC=C2O)=O)[O-]